C(C)(C)(C)OC(=O)N1CCN(CC1)C1=C(C=C(C=C1)N)F.C(C)O[Si](OCC)(OCC)CCCSSCCC[Si](OCC)(OCC)OCC bis(triethoxysilylpropyl)disulfane tert-butyl-4-(4-amino-2-fluorophenyl)piperazine-1-carboxylate